C1(CC1)C(C=1C(=C(C=O)C(=CC1)F)OC)OC 3-(Cyclopropyl-(methoxy)methyl)-6-fluoro-2-methoxybenzaldehyde